C(C)(C)(C)S(=O)(=O)[O-] tert-butyl-sulfonate